N1-(5-tert-butyl-[1,1'-biphenyl]-2-yl-2',3',4',5',6'-d5)benzene-1,2-diamine C(C)(C)(C)C=1C=CC(=C(C1)C1=C(C(=C(C(=C1[2H])[2H])[2H])[2H])[2H])NC=1C(=CC=CC1)N